N-((6-bromo-5-(difluoromethoxy)-1-tosyl-1H-indol-2-yl)methyl)-1-methylcyclopropane-1-carboxamide BrC1=C(C=C2C=C(N(C2=C1)S(=O)(=O)C1=CC=C(C)C=C1)CNC(=O)C1(CC1)C)OC(F)F